3-((3-aminopyridin-4-yl)amino)piperidine-1-carboxylic acid tert-butyl ester C(C)(C)(C)OC(=O)N1CC(CCC1)NC1=C(C=NC=C1)N